1-[2-[4-[(5-Cyclopropyl-1H-pyrazol-3-yl)amino]pyrimidin-2-yl]-2-azabicyclo[2.2.2]octan-4-yl]cyclopropanol C1(CC1)C1=CC(=NN1)NC1=NC(=NC=C1)N1C2CCC(C1)(CC2)C2(CC2)O